2-[(2S)-2-amino-4-fluorobutyl]-5-chloro-N-[(furan-2-yl)methyl]-3-methylthieno[3,2-b]pyridin-7-amine hydrochloride Cl.N[C@H](CC1=C(C2=NC(=CC(=C2S1)NCC=1OC=CC1)Cl)C)CCF